4-(3-cyano-6-(1-methyl-1H-pyrazol-4-yl)pyrazolo[1,5-a]pyridin-4-yl)-N-((6-(trifluoromethoxy)pyridin-3-yl)methyl)-1H-pyrazole-1-carboxamide C(#N)C=1C=NN2C1C(=CC(=C2)C=2C=NN(C2)C)C=2C=NN(C2)C(=O)NCC=2C=NC(=CC2)OC(F)(F)F